FC1(CCC(CC1)NC1=NC(=NC(=N1)NC1CCC(CC1)(F)F)C=1SC=C(N1)C(C)(F)F)F N2,N4-bis(4,4-difluorocyclohexyl)-6-(4-(1,1-difluoroethyl)thiazol-2-yl)-1,3,5-triazine-2,4-diamine